(3S)-4-amino-N-cyclopropyl-N-((5-cyclopropyl-2-pyridinyl)methyl)-3-methyl-1,3-dihydrofuro[3,4-c][1,7]naphthyridine-8-carboxamide NC1=NC=2C=NC(=CC2C2=C1[C@@H](OC2)C)C(=O)N(CC2=NC=C(C=C2)C2CC2)C2CC2